C1=CC=C(C=2OC3=C(C21)C=CC=C3)NC=3C=C(C(=CC3)C3=CC=CC=C3)C3=CC=CC=C3 N-[dibenzofuran-4-yl]-[1,1':2',1''-terphenyl]-4'-amine